CC=1N=C(SC1C)NC(=O)C1=C(C=CC=C1)NC(C(=O)O)CCCCCCC=O ((2-((4,5-dimethylthiazol-2-yl)carbamoyl)phenyl)amino)-9-oxononanoic acid